4-chloro-2,3,4,5,6-pentafluoro-1,1'-biphenyl ClC1(C(C(=C(C(=C1F)F)C1=CC=CC=C1)F)F)F